C(C)(C)(C)OC(=O)N1C[C@@H](CCCC1)N1C(=NC2=C1C(=CC=C2)OC2CCN(CC2)C(C)=O)NC(C2=CC(=NC=C2)C)=O (R)-3-(7-((1-acetylpiperidin-4-yl)oxy)-2-(2-methylisonicotinamido)-1H-benzo[d]imidazol-1-yl)azepane-1-carboxylic acid tert-butyl ester